4-(3-(2-methoxypyridin-3-yl)pyrazolo[1,5-a]pyrimidin-5-yl)piperazine-1-carboxylic acid tetrahydro-2H-pyran-4-yl ester O1CCC(CC1)OC(=O)N1CCN(CC1)C1=NC=2N(C=C1)N=CC2C=2C(=NC=CC2)OC